(E)-2-nonylideneazide CC(CCCCCCC)(N=[N+]=[N-])N=[N+]=[N-]